BrC=1C=CC2=C(C1)NC1=CC=CC=C1C21C2=CC=CC=C2C=2C=CC=CC12 3-bromo-spiro[acridine-9,9'-fluorene]